[Se](CC(=O)O)CC(=O)O selenodiacetic acid